tert-butyl (2-(8-bromo-7,9-difluoro-3-methyl-2-oxo-2,3-dihydro-1H-imidazo[4,5-c]quinolin-1-yl)ethyl)carbamate BrC1=C(C=2C3=C(C=NC2C=C1F)N(C(N3CCNC(OC(C)(C)C)=O)=O)C)F